5-Methylisocarbostyril CC1=C2C=CNC(=O)C2=CC=C1